hydroxybis[(2,3,4,5,6-2H5)phenyl]methyl-5-methoxy-1H-imidazo[4,5-b]pyridine-6-carboxamide OC=1N(C=2C(=NC(=C(C2)C(=O)N)OC)N1)C(C1=C(C(=C(C(=C1[2H])[2H])[2H])[2H])[2H])C1=C(C(=C(C(=C1[2H])[2H])[2H])[2H])[2H]